benzyl 4-{3-[(tert-butoxycarbonyl) amino] propyl}-3-oxopiperazine-1-carboxylate C(C)(C)(C)OC(=O)NCCCN1C(CN(CC1)C(=O)OCC1=CC=CC=C1)=O